1,4,7-tris(phosphonomethyl)-1,4,7-triazacyclononene P(=O)(O)(O)CN1C=CN(CCN(CC1)CP(=O)(O)O)CP(=O)(O)O